N-[1-[(1S,2R)-2-fluorocyclopropyl]-2-oxo-3-pyridyl]-6-isopropoxy-2-(4-piperidyl)indazole-5-carboxamide F[C@H]1[C@H](C1)N1C(C(=CC=C1)NC(=O)C1=CC2=CN(N=C2C=C1OC(C)C)C1CCNCC1)=O